6-chloro-N-[4,6-dimethoxy-5-(2-methylsulfonylethyl)pyrimidin-2-yl]-1H-indole-3-sulfonamide ClC1=CC=C2C(=CNC2=C1)S(=O)(=O)NC1=NC(=C(C(=N1)OC)CCS(=O)(=O)C)OC